C(C)(C)(C)OC(=O)N[C@H](CC1=C(C2=NSC(=C2S1)N(C(OC(C)(C)C)=O)CC=1SC=CC1)C=C)C tert-butyl N-{5-[(2S)-2-[(tert-butoxycarbonyl)amino]propyl]-6-ethenylthieno[3,2-c][1,2]thiazol-3-yl}-N-(thiophen-2-ylmethyl)carbamate